C(O[C@H]1[C@@H](N(C1)C=1C=2N(C(=C(N1)Br)C)C(=CN2)I)C)(OC(C)(C)C)=O [(2S,3R)-1-(6-bromo-3-iodo-5-methyl-imidazo[1,2-a]pyrazin-8-yl)-2-methyl-azetidin-3-yl] tert-butyl carbonate